S(=O)(=O)(O)O.CSC(N)=N.CSC(N)=N 2-methyl-2-thiopseudourea hemisulfate salt